1,3-bis(pyridin-2-yl)-5-(4-fluorophenyl)benzene N1=C(C=CC=C1)C1=CC(=CC(=C1)C1=CC=C(C=C1)F)C1=NC=CC=C1